ClC1=CN=C(S1)[C@@H](C)N (R)-1-(5-chlorothiazol-2-yl)ethylamine